N-(6-amino-5-cyclopropylpyridin-3-yl)-2-((2S,5R)-2-(3-chloro-4-fluorophenyl)-5-methyl-4-(1-(trifluoromethyl)cyclopropanecarbonyl)piperazin-1-yl)-2-oxoacetamide NC1=C(C=C(C=N1)NC(C(=O)N1[C@H](CN([C@@H](C1)C)C(=O)C1(CC1)C(F)(F)F)C1=CC(=C(C=C1)F)Cl)=O)C1CC1